Ethyl 2-methyl-2-(4-((5-oxo-4-(4-(trifluoromethoxy)phenyl)-4,5-di-hydro-1H-1,2,4-triazol-1-yl)methyl)-2-(trifluoromethoxy)phenoxy)propionate CC(C(=O)OCC)(C)OC1=C(C=C(C=C1)CN1N=CN(C1=O)C1=CC=C(C=C1)OC(F)(F)F)OC(F)(F)F